C1(O)(CC=C(O)C=C1)CCCCCC1(O)CC=C(O)C=C1 1,1'-pentamethylenediquinol